C1=C2C=C3C(N4CC5=C(N(C3)C4)C=C4C=CC=CC4=C5)=CC2=CC=C1 7H-15H-6,14-methanodinaphtho[2,3-b:2',3'-f][1,5]diazocine